FC1(CCC(CC1)CC(=O)N1[C@@H]([C@H]2C([C@H]2C1)(C)C)C(=O)N[C@H](CO)C[C@H]1C(NCC1)=O)F (1R,2S,5S)-3-(2-(4,4-difluorocyclohexyl)acetyl)-N-((S)-1-hydroxy-3-((S)-2-oxopyrrolidin-3-yl)propan-2-yl)-6,6-dimethyl-3-azabicyclo[3.1.0]hexane-2-carboxamide